N1=C(C(=CC=C1)C(=O)OCC)C(=O)OCC diethyl 2,3-pyridinedicarboxylate